((3-hydroxypropyl)azanediyl)bis(heptane-7,1-diyl) bis(5,5-bis(oct-3-yn-1-yloxy)pentanoate) C(CC#CCCCC)OC(CCCC(=O)OCCCCCCCN(CCCCCCCOC(CCCC(OCCC#CCCCC)OCCC#CCCCC)=O)CCCO)OCCC#CCCCC